2-Methoxyethanol ytterbium [Yb].COCCO